C(C1=CC=CC=C1)OC1=C2C(=CNC2=C(C=C1)Br)CCN 2-[4-(benzyloxy)-7-bromoindol-3-yl]ethylamine